tert-butyl (5S)-2-cyano-5-(methoxymethyl)pyrrolidine-1-carboxylate C(#N)C1N([C@@H](CC1)COC)C(=O)OC(C)(C)C